CN1N=C(C(=C1)C1=CC=C(NC([C@H]([C@@H]2CCC3=CC=C(C=C23)C2=CC(=NC=C2)N2[C@@H]3CO[C@H](C2)C3)NC(=O)C3(CC3)F)=O)C=C1)C N-[(1S)-2-[4-(1,3-dimethylpyrazol-4-yl)anilino]-1-[(1R)-6-[2-[(1S,4S)-2-oxa-5-azabicyclo[2.2.1]heptan-5-yl]-4-pyridyl]indan-1-yl]-2-oxo-ethyl]-1-fluoro-cyclopropanecarboxamide